3,5-difluoro-4-methyl-2,6-pyridinediamine FC=1C(=NC(=C(C1C)F)N)N